O1C=CC2=C1C(=CC=C2)OC2=CC(=C(C=C2)C(=O)C2=CNC=1N=CN=C(C12)N[C@H]1CO[C@@H](CC1)CO)Cl (4-(benzofuran-7-yloxy)-2-chlorophenyl)(4-(((3R,6S)-6-(hydroxymethyl)tetrahydro-2H-pyran-3-yl)amino)-7H-pyrrolo[2,3-d]pyrimidin-5-yl)methanone